3-methacryloxypropyltris(dimethylsiloxy)silane C(C(=C)C)(=O)OCCC[Si](O[SiH](C)C)(O[SiH](C)C)O[SiH](C)C